tert-butyl N-[(3-bromo-4-pyridyl)methyl]-N-methyl-carbamate BrC=1C=NC=CC1CN(C(OC(C)(C)C)=O)C